CN(C(OC(C)(C)C)=O)C1=NC=C2C=C(C=3N(C2=C1)C=CN3)C=3C=NC(=CC3C)C(CC)=O tert-butyl N-methyl-N-[4-(4-methyl-6-propanoylpyridin-3-yl)imidazo[1,2-a]1,6-naphthyridin-8-yl]carbamate